C(C=C)(=O)OCCCCCCCCCCCCCCCCCCCCCCCCCCCCCCCCCCCCCC octatriacontyl acrylate